2,6-Diisocyanato-1-methylcyclohexan N(=C=O)C1C(C(CCC1)N=C=O)C